tert-Butyl 4-[4-[(2R)-3-(3,4-dihydro-1H-isoquinolin-2-yl)-2-hydroxy-propyl]-5-oxo-2,3-diHydro-1,4-benzoxazepine-8-yl]-3,6-dihydro-2H-pyridine-1-carboxylate C1N(CCC2=CC=CC=C12)C[C@H](CN1CCOC2=C(C1=O)C=CC(=C2)C=2CCN(CC2)C(=O)OC(C)(C)C)O